C1(CC1)C1=CC=C2C=C(C(NC2=C1)=O)C(=O)N[C@H]1CS(C=C1)(=O)=O (R)-7-cyclopropyl-N-(1,1-dioxo-2,3-dihydrothiophen-3-yl)-2-oxo-1,2-dihydroquinoline-3-carboxamide